NC=1C=C(C=CC1SC)CC(=O)OC methyl 2-[3-amino-4-(methylsulfanyl)phenyl]acetate